N-(3-(3-(4-(3-acrylamidophenylamino)-5-methylpyrimidin-2-ylamino)phenoxy)propyl)-5-((3aS,4S,6aR)-2-oxohexahydro-1H-thieno[3,4-d]imidazol-4-yl)pentanamide C(C=C)(=O)NC=1C=C(C=CC1)NC1=NC(=NC=C1C)NC=1C=C(OCCCNC(CCCC[C@@H]2SC[C@@H]3NC(N[C@@H]32)=O)=O)C=CC1